COC(=O)C=1OC2=C(C1N(CC(C1CCC3(OCCO3)CC1)(F)F)CCCl)C=C(C=C2)C(F)(F)F 3-((2-chloroethyl)(2,2-difluoro-2-(1,4-dioxaspiro[4.5]dec-8-yl)ethyl)amino)-5-(trifluoromethyl)benzofuran-2-carboxylic acid methyl ester